1-(3,3-difluorocyclopentyl)-N-{[3-(4-{[(3S,4R)-1-ethyl-3-fluoropiperidin-4-yl]amino}-1-(2,2,2-trifluoroethyl)-1H-indol-2-yl)-1,2,4-oxadiazol-5-yl]methyl}-1H-pyrrole-3-carboxamide FC1(CC(CC1)N1C=C(C=C1)C(=O)NCC1=NC(=NO1)C=1N(C2=CC=CC(=C2C1)N[C@H]1[C@H](CN(CC1)CC)F)CC(F)(F)F)F